C(N)(OC(C(NC(C1=CC=C(C=C1)C1=NC(=CN=C1)C=1C=NC=C(C1)F)=O)C(C)(C)C)(C)C)=O (tert-butyl 1-(4-(6-(5-fluoropyridin-3-yl) pyrazin-2-yl) benzoylamino)-2-methylpropan-2-yl) carbamate